(R)-8-cyclopentyl-7-ethyl-5-methyl-6-oxo-5,6,7,8-tetrahydro-pterin C1(CCCC1)N1[C@@H](C(N(C=2C(NC(=NC12)N)=O)C)=O)CC